FC=1C=C2C=CC=NC2=C(C1)NS(=O)(=O)C1=CC(=CC(=C1)C)C N-(6-fluoro-quinolin-8-yl)-3,5-dimethyl-benzene-sulfonamide